Cl.ClC1=C(C(=O)NC2=C3C=NN(C3=CC=C2)C2=CC(=NC=C2)C2CC2)C=C(C=C1)CNC(C(C)(C)C)=O 2-chloro-N-[1-(2-cyclopropylpyridin-4-yl)-1H-indazol-4-yl]-5-{[(2,2-dimethylpropionyl)amino]methyl}benzamide hydrochloride